4-(4-(3,6-Dihydropyridin-1(2H)-yl)-8-fluoro-5-methyl-2-(1-(1-methylpyrrolidin-2-yl)ethoxy)pyrido[4,3-d]pyrimidin-7-yl)-6-fluoro-5-((triisopropylsilyl)ethyl)naphthalen-2-ol N1(CCC=CC1)C=1C2=C(N=C(N1)OC(C)C1N(CCC1)C)C(=C(N=C2C)C2=CC(=CC1=CC=C(C(=C21)CC[Si](C(C)C)(C(C)C)C(C)C)F)O)F